C(C)(C)(C)C1=C(C(C(=O)[O-])=CC(=C1)C(C)(C)C)O.[Sn+2].C(C)(C)(C)C1=C(C(C(=O)[O-])=CC(=C1)C(C)(C)C)O stannous 3,5-di-t-butylsalicylate